ONC(CCNCCN1C(=NCC1)CCCCCCCCC)=O N-hydroxy-3-((2-(2-nonyl-4,5-dihydro-1H-imidazol-1-yl)ethyl)amino)propanamide